2-chloro-3-methylthio-N-(1-methyltetrazol-5-yl)-4-trifluoromethylbenzamide ClC1=C(C(=O)NC2=NN=NN2C)C=CC(=C1SC)C(F)(F)F